OC1=C(C=C(C=C1)/C=C/C(=O)C1=CC=CC=C1)[N+](=O)[O-] (E)-3-(4-Hydroxy-3-nitrophenyl)-1-phenyl-2-propene-1-one